4-(oxetan-3-yloxy)-5-(trifluoromethyl)-N-[(3R)-1-[7-(trifluoromethyl)-[1,2,4]triazolo[4,3-a]pyridin-3-yl]-3-piperidyl]pyrimidin-2-amine O1CC(C1)OC1=NC(=NC=C1C(F)(F)F)N[C@H]1CN(CCC1)C1=NN=C2N1C=CC(=C2)C(F)(F)F